ClC1=NC=C(C(=C1)NC1CCC(CC1)O)C#CC=1C=NN(C1)CC(F)(F)F (1s,4s)-4-((2-chloro-5-((1-(2,2,2-trifluoroethyl)-1H-pyrazol-4-yl)ethynyl)pyridin-4-yl)amino)cyclohexan-1-ol